(4-(6-(benzyloxy)pyridin-2-yl)-2-fluorobenzyl)-1-(2-methoxyethyl)-1H-benzo[d]imidazole-6-carboxylic acid methyl ester COC(=O)C=1C=CC2=C(N(C(=N2)CC2=C(C=C(C=C2)C2=NC(=CC=C2)OCC2=CC=CC=C2)F)CCOC)C1